FC1=CC=C(C=C1)C=1N=CN(C1C1=CC=NC=C1)CC(=O)N1CCN(CC1)C(=O)OC(C)(C)C tert-Butyl 4-[2-[4-(4-fluorophenyl)-5-(4-pyridyl)imidazol-1-yl]acetyl]piperazine-1-carboxylate